[4-(1H-indol-2-ylmethyl)piperazin-1-yl]-3-[(2-methoxyphenyl)oxy]propan-2-ol N1C(=CC2=CC=CC=C12)CN1CCN(CC1)CC(COC1=C(C=CC=C1)OC)O